5-(4-((diethylamino)methyl)phenyl)-N-(3-(piperidin-1-yl)propyl)thieno[3,2-b]pyridin-7-amine trihydrochloride Cl.Cl.Cl.C(C)N(CC)CC1=CC=C(C=C1)C1=CC(=C2C(=N1)C=CS2)NCCCN2CCCCC2